COC=1C=C(C=C(C1OC)OC)C1C(C(C1C(=O)N1C(C=CCC1)=O)C1=CC(=C(C(=C1)OC)OC)OC)C(=O)N1C(C=CCC1)=O 1,1'-[[2,4-bis(3,4,5-trimethoxyphenyl)-1,3-cyclobutanediyl]dicarbonyl]bis[5,6-dihydro-2(1H)-pyridone]